3-(3-(imino(5-isopropoxypyridin-2-yl)methyl)thioureido)pyrazin N=C(NC(NC=1C=NC=CN1)=S)C1=NC=C(C=C1)OC(C)C